6,7-bis(methyl-d3)-2-((2R,4S)-2-(1-(methyl-d3)-1H-pyrazol-4-yl)tetrahydro-2H-pyran-4-yl)-4-(4-(methyl-d3)phenyl)pteridine C(C=1N=C2C(=NC(=NC2=NC1C([2H])([2H])[2H])[C@@H]1C[C@@H](OCC1)C=1C=NN(C1)C([2H])([2H])[2H])C1=CC=C(C=C1)C([2H])([2H])[2H])([2H])([2H])[2H]